4-[4-(1-methoxy-1-methylethyl)-2,5-dioxoimidazolidin-4-yl]benzoic acid COC(C)(C)C1(NC(NC1=O)=O)C1=CC=C(C(=O)O)C=C1